C(=CCCCCCCCC)O decenyl alcohol